4-(5-hydroxy-6-methoxybenzo[b]thiophen-2-yl)4-oxobutanoic acid OC1=CC2=C(SC(=C2)C(CCC(=O)O)=O)C=C1OC